(3-Chloro-4-methanesulfonyl-phenyl)boronic acid ClC=1C=C(C=CC1S(=O)(=O)C)B(O)O